C(CCCCCCCCCCCCCC)C=1C=CC=C(C1C(=O)O)O 6-(pentadecyl)-salicylic acid